O=C(C(=O)O)NC1=CC(=CC=C1)C#CC1=CC=CC=C1 2-oxo-2-((3-(phenylethynyl)phenyl)amino)acetic acid